CC1=NN(C=C1NC(C1=CC=C(C=C1)OC(F)(F)F)=O)C1=CC(=C(C=C1)[N+](=O)[O-])C N-[3-methyl-1-(3-methyl-4-nitro-phenyl)pyrazol-4-yl]-4-(trifluoromethoxy)benzamide